1-(6-fluoropyridin-2-yl)-4-oxido-1,4-azaphosphinan FC1=CC=CC(=N1)N1CCP(CC1)=O